(S)-4-(2-amino-3-(pyridin-4-yl)propionamido)benzoic acid methyl ester hydrochloride Cl.COC(C1=CC=C(C=C1)NC([C@H](CC1=CC=NC=C1)N)=O)=O